(S)-N-(3-(1-((2-ethyl-2H-pyrazolo[3,4-b]pyrazin-6-yl)amino)ethyl)-4-methylphenyl)-2-(5-fluoro-6-methylpyridin-2-yl)acetamide C(C)N1N=C2N=C(C=NC2=C1)N[C@@H](C)C=1C=C(C=CC1C)NC(CC1=NC(=C(C=C1)F)C)=O